C(#N)C1=CC(=C(CNC(=O)C2CCN(CC2)CC2=C(C=C(C=C2)Cl)Cl)C=C1)C(F)(F)F N-(4-cyano-2-(trifluoromethyl)benzyl)-1-(2,4-dichlorobenzyl)piperidine-4-carboxamide